5-(1-Methyl-1H-pyrazol-3-yl)-N-(5-oxopyrrolidin-3-yl)-6-[4-(trifluoromethyl)phenoxy]pyridine-3-carboxamide CN1N=C(C=C1)C=1C=C(C=NC1OC1=CC=C(C=C1)C(F)(F)F)C(=O)NC1CNC(C1)=O